CN(C(=O)SC1=CC(=C(C=O)C=C1)OC)C 4-(N,N-dimethylcarbamoylthio)-2-methoxybenzaldehyde